[4-(aminomethyl)-4-(methylamino)piperidin-1-yl]tert-butyl formate C(=O)OC(CN1CCC(CC1)(NC)CN)(C)C